BrC(C1=C(C=CC=2CN(SC21)C)F)Br 7-(dibromomethyl)-6-fluoro-2-methylbenzo[d]isothiazole